C(C)OC(=O)C=1C=CC=2N(C1)N=C(C2C)C=2N(C1=CC(=CC=C1C2)Br)CC2CC2 Ethyl-2-(6-bromo-1-(cyclopropylmethyl)-1H-indol-2-yl)-3-methylpyrazolo[1,5-a]pyridine-6-carboxylate